ClC1=CC(=C2C(N(CC2=C1)CC1CC1)=O)NC(=O)C1=C2C(=NC=C1)CCC2 N-(6-chloro-2-(cyclopropylmethyl)-3-oxoisoindolin-4-yl)-6,7-dihydro-5H-cyclopenta[b]pyridine-4-carboxamide